CC1=CC=NC2=C(C=C(C=C12)C)C(=O)[O-] 4,6-dimethyl-8-quinolate